FC1=C(C=C(C=C1)C)S(=O)(=O)N1CC(OCC1)C1=C(SC2=C1C=CC=C2)C(=O)NC 3-{4-[(2-fluoro-5-methylphenyl)sulfonyl]-2-morpholinyl}-N-methyl-1-benzothiophene-2-carboxamide